C1(CC1)OC1=CC(=NC(=N1)C(C)(F)F)NC1=CC(=NC=C1O)NC(C)=O N-(4-((6-cyclopropoxy-2-(1,1-difluoroethyl)pyrimidin-4-yl)amino)-5-hydroxypyridin-2-yl)acetamide